CC1(CC1)CNC1=C(C(=O)N)C=C(C=C1)S(NC1(CC1)C)(=O)=O 2-(((1-methylcyclopropyl)methyl)amino)-5-(N-(1-methylcyclopropyl)sulfamoyl)benzamide